2-Benzylbutylsuccinic anhydride C(C1=CC=CC=C1)C(CC1C(=O)OC(C1)=O)CC